(S)-2-(3-((2-(benzylamino)pyrimidin-4-yl)oxy)pyrrolidin-1-yl)-N-(3-(2-((1,5-dimethyl-1H-pyrazol-3-yl)amino)-5-methylpyrimidin-4-yl)-1H-indol-7-yl)acetamide C(C1=CC=CC=C1)NC1=NC=CC(=N1)O[C@@H]1CN(CC1)CC(=O)NC=1C=CC=C2C(=CNC12)C1=NC(=NC=C1C)NC1=NN(C(=C1)C)C